C(#N)C1=CC=C(C=2N1N=CC2F)C2NC=CN(C2)C(F)(F)F 2-(7-cyano-3-fluoropyrazolo[1,5-a]pyridin-4-yl)-4-(trifluoromethyl)-1,2,3,4-Tetrahydropyrazin